(2R)-2-formylmorpholin-4-ylcarboxylic acid tert-butyl ester C(C)(C)(C)OC(=O)N1C[C@@H](OCC1)C=O